1-(4-benzyloxyphenyl)-2-(4-pyridinyl)ethanone C(C1=CC=CC=C1)OC1=CC=C(C=C1)C(CC1=CC=NC=C1)=O